[2-(1H-indol-3-yl)-1H-imidazol-4-yl](3,4,5-trimethoxyphenyl)methanone HCl salt Cl.N1C=C(C2=CC=CC=C12)C=1NC=C(N1)C(=O)C1=CC(=C(C(=C1)OC)OC)OC